2-acetoxy-1-allyloxy-3-hydroxy-propane C(C)(=O)OC(COCC=C)CO